methyl 2'-(3-fluoropyridin-4-yl)-4'-oxo-5',6'-dihydro-1'H-spiro[pyrrolidine-3,7'-pyrrolo[3,2-c]pyridine]-1-carboxylate FC=1C=NC=CC1C1=CC=2C(NCC3(C2N1)CN(CC3)C(=O)OC)=O